CC(CCOC=1C=C(C=C(C1)F)C=1SC=2NS(C3=CC=CC(N(CCCCCCC=4C=CC=C(C4C1N2)C)C)=N3)(=O)=O)(C)C 6-[3-(3,3-Dimethylbutoxy)-5-fluoro-phenyl]-9,20-dimethyl-2λ6,5-dithia-3,20,25,26-tetrazatetracyclo[19.3.1.14,7.08,13]hexacosa-1(24),4(26),6,8(13),9,11,21(25),22-octaene 2,2-dioxide